O1N=C(C=C1)CCNC(=O)C=1OC=C(N1)C1=NC(=NC=C1C)NC1=CC=NN1C N-(2-(isoxazol-3-yl)ethyl)-4-(5-methyl-2-((1-methyl-1H-pyrazol-5-yl)amino)pyrimidin-4-yl)oxazole-2-carboxamide